C1(CC1)C=1C=CC(=NC1F)[C@@H](NC(=O)[C@H]1N(C[C@@H](C1)F)C(CC1=CN=NN1)=O)C1=CC=CC=C1 (2S,4R)-N-[(S)-(5-cyclopropyl-6-fluoropyridin-2-yl)(phenyl)methyl]-4-fluoro-1-{2-(1H-1,2,3-triazol-5-yl)acetyl}pyrrolidine-2-carboxamide